The molecule is an N-acyl-15-methylhexadecasphing-4-enine-1-phosphocholine in which the acyl group has 23 carbons and 0 double bonds. It derives from a 15-methylhexadecasphing-4-enine. CCCCCCCCCCCCCCCCCCCCCCC(=O)N[C@@H](COP(=O)([O-])OCC[N+](C)(C)C)[C@@H](/C=C/CCCCCCCCCC(C)C)O